O.O.C(\C=C/C(=O)O)(=O)O.C(\C=C/C(=O)O)(=O)O.C(\C=C/C(=O)O)(=O)O.C(\C=C/C(=O)O)(=O)O tetramaleate dihydrate